CN1N=CC=C1C1CCN(CC1)C1CC2(C1)CN(CC2)C(=O)OCC ethyl cis-2-[4-(1-methyl-1H-pyrazol-5-yl)piperidin-1-yl]-6-azaspiro[3.4]octane-6-carboxylate